C1(=CC=CC=C1)S(=O)(=O)C1N(C2=C(C=CC=C2C=C1)O)C 2-phenyl-sulfonyl-methyl-8-hydroxy-1,2-dihydroquinoline